(3S)-3-{[1-cyclopentyl-5-(2,6-dimethoxyphenyl)-1H-pyrazol-3-yl]formamido}-5-(piperidin-1-yl)pentanoic acid C1(CCCC1)N1N=C(C=C1C1=C(C=CC=C1OC)OC)C(=O)N[C@H](CC(=O)O)CCN1CCCCC1